((1S,4S,6R)-6-((5-chloropyrazin-2-yl)amino)-2-azabicyclo[2.2.1]hept-2-yl)(3-fluoro-2-(5-fluoropyrimidin-2-yl)phenyl)methanone ClC=1N=CC(=NC1)N[C@@H]1C[C@@H]2CN([C@H]1C2)C(=O)C2=C(C(=CC=C2)F)C2=NC=C(C=N2)F